5-((3-(2,2,2-trifluoroethoxy)pyrazin-2-yl)oxy)pyrazolo[1,5-a]pyridine-2-carboxamide FC(COC=1C(=NC=CN1)OC1=CC=2N(C=C1)N=C(C2)C(=O)N)(F)F